C(C)(=O)N[C@@H]1CN(C[C@H]1C(NCCCCCCCCCCCCCC)=O)C(=O)C1=CC=C(C(=O)N2C[C@H]([C@@H](C2)C(=O)N[C@@H]2[C@H](C2)C2=CC=CC=C2)C(=O)N[C@@H]2[C@H](C2)C2=CC=CC=C2)C=C1 (3S,4S)-1-(4-((3S,4R)-3-acetamido-4-(tetradecylcarbamoyl)pyrrolidine-1-carbonyl)benzoyl)-N3,N4-bis((1S,2R)-2-phenylcyclopropyl)pyrrolidine-3,4-dicarboxamide